C[C@H]1CCC(NC1)C=1C=CC2=C(OC3(CC3)C(N2)=O)C1 7-((5S)-5-methylpiperidin-2-yl)spiro[benzo[b][1,4]oxazine-2,1'-cyclopropan]-3(4H)-one